(9-(4-amino-5-methoxy-2-(1-methyl-1H-pyrazol-4-yl)phenyl)-3,9-diazaspiro[5.5]undec-3-yl)-2-(2,6-dioxopiperidin-3-yl)isoindole-1,3-dione NC1=CC(=C(C=C1OC)N1CCC2(CCN(CC2)C2=C3C(N(C(C3=CC=C2)=O)C2C(NC(CC2)=O)=O)=O)CC1)C=1C=NN(C1)C